6-(4-((3-((2,6-dioxopiperidin-3-yl)amino)benzyl)(methyl)amino)piperidin-1-yl)-2-(4-phenoxyphenyl)nicotinamide O=C1NC(CCC1NC=1C=C(CN(C2CCN(CC2)C2=NC(=C(C(=O)N)C=C2)C2=CC=C(C=C2)OC2=CC=CC=C2)C)C=CC1)=O